4-(2-phenylethenyl)pyrene C1(=CC=CC=C1)C=CC=1C2=CC=CC3=CC=C4C=CC=C(C1)C4=C32